BrC1=C(C=C(C=C1)C(N(C)C)([2H])[2H])C 1-(4-bromo-3-methyl-phenyl)-1,1-dideuterio-N,N-dimethyl-methanamine